chloride calcium-magnesium [Mg+2].[Ca+2].[Cl-].[Cl-].[Cl-].[Cl-]